ClC=1C=C(C=C2C=CC(=NC12)NC1=CC=C(C=C1)C1(CC1)C(F)(F)F)C#N 8-chloro-2-((4-(1-(trifluoromethyl)cyclopropyl)phenyl)amino)quinoline-6-carbonitrile